9,9'-((4-(3,3-dimethylthioureido)butyl)azanediyl)bis(N-butyl-N-hexylnonane-1-sulfonamide) CN(C(NCCCCN(CCCCCCCCCS(=O)(=O)N(CCCC)CCCCCC)CCCCCCCCCS(=O)(=O)N(CCCCCC)CCCC)=S)C